tert-Butyl (2S,3R)-2-({3-[1-(6-cyano-3-methylpyridin-2-yl)ethyl]-2-fluorophenyl}methyl)-3-[(ethanesulfonyl)amino]-4,4-difluoropyrrolidine-1-carboxylate C(#N)C1=CC=C(C(=N1)C(C)C=1C(=C(C=CC1)C[C@@H]1N(CC([C@@H]1NS(=O)(=O)CC)(F)F)C(=O)OC(C)(C)C)F)C